CS(=O)(=O)C1=CC=CC=C1 4-(methylsulfonyl)-benzene